3-[1-oxo-7-[(5-piperazin-1-yl-2-pyridyl)amino]isoindolin-4-yl]imidazo[1,2-a]pyridine-7-carbonitrile O=C1NCC2=C(C=CC(=C12)NC1=NC=C(C=C1)N1CCNCC1)C1=CN=C2N1C=CC(=C2)C#N